silolo[3,2-c:4,5-c']dipyridin C1=NC=CC2=C1C1=CN=CC=C1[SiH2]2